ClC=1C(=C(CN2CCC(CC2)(C(=O)O)CC2=NC(=NC(=C2F)C(C)(C)O)NC2=NNC(=C2)C)C=CC1)F 1-(3-chloro-2-fluorobenzyl)-4-((5-fluoro-6-(2-hydroxypropan-2-yl)-2-((5-methyl-1H-pyrazol-3-yl)amino)pyrimidin-4-yl)methyl)piperidine-4-carboxylic acid